FC=1C=CC(=C(C1)S(=O)(=O)N)CC 5-fluoro-2-ethylbenzenesulfonamide